methyl (benzyl(1,3-dioxoisoindolin-2-yl)carbamoyl)-L-tryptophanate C(C1=CC=CC=C1)N(C(=O)N[C@@H](CC1=CNC2=CC=CC=C12)C(=O)OC)N1C(C2=CC=CC=C2C1=O)=O